4,4-difluoro-3,5-dioxotetrahydrofuran-2-carboxylic acid FC1(C(C(OC1=O)C(=O)O)=O)F